(E)-3-(4-(2-(3-(di-m-tolylamino)phenanthren-9-yl)vinyl)pyridin-1-ium-1-yl)propane-1-sulfonate C1(=CC(=CC=C1)N(C=1C=CC=2C=C(C3=CC=CC=C3C2C1)/C=C/C1=CC=[N+](C=C1)CCCS(=O)(=O)[O-])C=1C=C(C=CC1)C)C